tert-butyl (2-((3-amino-1-methyl-2-oxo-1,2-dihydropyridin-4-yl)amino)-2-oxoethyl)(ethyl)carbamate NC=1C(N(C=CC1NC(CN(C(OC(C)(C)C)=O)CC)=O)C)=O